(R)-2-amino-3-[(6,7-dimethylthieno[3,2-b]pyridine-2-carbonyl)amino]propionic acid N[C@@H](C(=O)O)CNC(=O)C1=CC2=NC=C(C(=C2S1)C)C